C(CCCCCCC\C=C/CCCCCCCC)OC=1C=C(C=C(C1)OCCCCCCCC\C=C/CCCCCCCC)CN(C)C 1-(3,5-bis((Z)-octadeca-9-en-1-yloxy)phenyl)-N,N-dimethylmethylamine